p,p'-dihydroxybenzophenone C1=CC(=CC=C1C(=O)C2=CC=C(C=C2)O)O